tert-butyl ((1R)-2-(4-hydroxy-4-(isoxazol-3-yl)butoxy)-1-(4-(2-methoxyquinolin-3-yl)-1-((2-(trimethylsilyl)ethoxy)methyl)-1H-imidazol-2-yl)ethyl)carbamate OC(CCCOC[C@@H](C=1N(C=C(N1)C=1C(=NC2=CC=CC=C2C1)OC)COCC[Si](C)(C)C)NC(OC(C)(C)C)=O)C1=NOC=C1